2,2-bis(mercaptomethyl)propane-1,3-dithiol SCC(CS)(CS)CS